(Z)-1-(hex-3-en-1-yloxy)-3-methoxy-5-methylbenzene C(C\C=C/CC)OC1=CC(=CC(=C1)C)OC